hexouronic acid C(=O)C(C(C(C(C(=O)O)O)O)O)O